Buta-1,3-dien C=CC=C